C(CCCCCCC)(=O)N[O-] caprylhydroxamate